methyl 4-(oxazol-5-yl)-2-(4-(trifluoromethyl) phenyl)quinoline-7-carboxylate O1C=NC=C1C1=CC(=NC2=CC(=CC=C12)C(=O)OC)C1=CC=C(C=C1)C(F)(F)F